ClC1=CC(=C(C=C1)N1C([C@@H](N(C(C1)=O)CC1=CC=C(C=C1)F)C1CC(C1)O)=O)F (S)-1-(4-chloro-2-fluorophenyl)-4-(4-fluorobenzyl)-3-((1s,3R)-3-hydroxycyclobutyl)piperazine-2,5-dione